chloro-6'-(pyrimidin-4-ylamino)-2'H-spiro[cyclopentane-1,3'-imidazo[1,5-a]pyridine]-1',5'-dione ClN1C2(N3C(=CC=C(C3=O)NC3=NC=NC=C3)C1=O)CCCC2